(Z)-N'-((5-(difluoromethyl)-1-methyl-1H-pyrazole-3-carbonyl)oxy)-1-(2-methyl-5-(trifluoromethyl)phenyl)cyclopropane-1-carboximidamide FC(C1=CC(=NN1C)C(=O)O\N=C(/N)\C1(CC1)C1=C(C=CC(=C1)C(F)(F)F)C)F